NCCNCCC[Si](OCC)(OCC)C N-(β-aminoethyl)γ-aminopropyl-Methyldiethoxysilane